(5-cyclopropyl-6-(4-ethynyl-2-hydroxyphenyl)pyridazin-3-yl)-2-hydroxyacetamide C1(CC1)C=1C=C(N=NC1C1=C(C=C(C=C1)C#C)O)C(C(=O)N)O